C(CCCCCCCC)C(C(=O)[O-])(C(=O)[O-])CCCCCCCCC.[Na+].[Na+] sodium 2,2-dinonylmalonate